CNCCOCCNC bis-(2-methylaminoethyl) ether